(1R)-3-(1-[5-fluoro-2-(methylsulfanyl)phenyl]propyl)-2-methylpropane-2-sulfinamide FC=1C=CC(=C(C1)[C@H](CC)CC(C)(S(=O)N)C)SC